1,N2-EthenoGuanine C1=CN2C(=O)C3=C(NC2=N1)N=CN3